4-((3-(5-acryloyl-4,5,6,7-tetrahydropyrazolo[1,5-a]pyrazin-2-yl)-2-methoxyphenyl)amino)-6-(cyclopropanecarboxamido)-N-(methyl-d3)pyridazine-3-carboxamide C(C=C)(=O)N1CC=2N(CC1)N=C(C2)C=2C(=C(C=CC2)NC2=C(N=NC(=C2)NC(=O)C2CC2)C(=O)NC([2H])([2H])[2H])OC